NC1=NC(=NC=C1C#N)C1=CC(=C(C=C1)Cl)C(F)(F)F 4-amino-2-[4-chloro-3-(trifluoromethyl)phenyl]pyrimidine-5-carbonitrile